4-amino-5-bromo-6-methylpyridine-3-carbonitrile NC1=C(C=NC(=C1Br)C)C#N